FC(C1=CC2=C(SC(=C2)C(N[C@H]2CCCC[C@@H]3N(C2=O)[C@@H](CC3)C(=O)N3CC(C3)(C3=NC=CC=C3)OCCOC)=O)C=C1)P(O)(O)=O (fluoro(2-(((3S,6S,10aS)-3-(3-(2-methoxyethoxy)-3-(pyridin-2-yl)azetidine-1-carbonyl)-5-oxodecahydropyrrolo[1,2-a]azocin-6-yl)carbamoyl)benzo[b]thiophen-5-yl)methyl)phosphonic acid